NC1=CC(=C(C=N1)C1=NC(=NC(=N1)N1CCOCC1)N1CCN(CC1)C(=O)[C@H]1CN(CC1)C(CCCC(C=C(C)C)=O)=O)C(F)(F)F (R)-1-(3-(4-(4-(6-amino-4-(trifluoromethyl)pyridin-3-yl)-6-morpholino-1,3,5-triazin-2-yl)piperazine-1-carbonyl)pyrrolidin-1-yl)-7-methyloct-6-ene-1,5-dione